(R)-2-((6-morpholinobenzo[d]thiazol-2-yl)amino)-N-(pyrrolidin-3-yl)isonicotinamide O1CCN(CC1)C1=CC2=C(N=C(S2)NC=2C=C(C(=O)N[C@H]3CNCC3)C=CN2)C=C1